CC(C)ON1N=CN=N1 (propan-2-yloxy)-2H-1,2,3,4-tetrazol